N1=CC(=CC=C1)C1=C(N=C2N1COC1=C2C=NC=C1)C1=CC=C(CN2CCC(CC2)NC2=NC(=NC=C2)C#N)C=C1 4-((1-(4-(3-(Pyridin-3-yl)-5H-imidazo[1,2-c]pyrido[3,4-e][1,3]oxazin-2-yl)benzyl)piperidin-4-yl)amino)pyrimidine-2-carbonitrile